O=C1N(C(C2=CC=CC=C12)=O)C(C(=O)O)CN1C2=CC=CC=C2C=2C=CC=C(C12)C=O (1,3-Dioxoisoindolin-2-yl)-3-(1-formyl-9H-carbazol-9-yl)propionic acid